N,N-dimethyl-trifluoroethoxysulfenamide ethyl-rac-(2S,3S,5R)-3-(3,4-difluoro-2-methoxy-phenyl)-5-(trifluoromethyl)tetrahydrofuran-2-carboxylate C(C)OC(=O)[C@H]1O[C@H](C[C@H]1C1=C(C(=C(C=C1)F)F)OC)C(F)(F)F.CN(SOCC(F)(F)F)C |r|